F/C(=C(/C(=O)O)\F)/C(=O)O Difluoromaleic acid